6-[(oxazolidin-4-yl)amino]imidazo[1,2-b]pyridazine-3-carbonitrile O1CNC(C1)NC=1C=CC=2N(N1)C(=CN2)C#N